C(C1=CC=CC=C1)OCCN1C(N(CC1=O)C=1C=2N(C=C(C1)C1CC1)C=C(N2)CN(C)C2=CC(=NC(=C2)C2CC2)Cl)=O 3-(2-(benzyloxy)ethyl)-1-(2-(((2-chloro-6-cyclopropylpyridin-4-yl)(methyl)amino)-methyl)-6-cyclopropylimidazo[1,2-a]pyridin-8-yl)imidazolidine-2,4-dione